CNC(C1=CC=C(C(=O)NC)C=C1)=O N1,N4-dimethyl-terephthalamide